NC1=C2C(=NC=N1)N(N=C2C2=CC=C(CNC(C1=C(C=CC(=C1)F)OC)=O)C=C2)[C@@H]2C=C[C@H](C2)O trans-N-(4-(4-amino-1-(4-hydroxycyclopent-2-en-1-yl)-1H-pyrazolo[3,4-d]Pyrimidin-3-yl)benzyl)-5-fluoro-2-methoxybenzamide